(3R,4R)-dodecane-3,4-diol CC[C@H]([C@@H](CCCCCCCC)O)O